(2R,4R)-2-(fluoromethyl)-5-methoxy-4-methyl-3,4-dihydro-2H-pyrrole FC[C@@H]1N=C([C@@H](C1)C)OC